tert-butyl (1-(N-(4-((2-(2,6-dioxopiperidin-3-yl)-1,3-dioxoisoindolin-4-yl)amino)-cyclohexyl)-N-methylsulfamoyl)piperidin-4-yl)carbamate O=C1NC(CCC1N1C(C2=CC=CC(=C2C1=O)NC1CCC(CC1)N(S(=O)(=O)N1CCC(CC1)NC(OC(C)(C)C)=O)C)=O)=O